C(C=1C(C(=O)O)=C(C(C(=O)O)=CC1)CCCCCCCCCC1=C(C(C(=O)N)=CC=C1C(=O)O)C(=O)O)(=O)N nonamethylenebistrimellitic amide